Cis-2-((4-(3-((((R)-1-(2-chlorophenyl)ethoxy)carbonyl)amino)Thiophen-2-yl)phenyl)carbamoyl)cyclohexan ClC1=C(C=CC=C1)[C@@H](C)OC(=O)NC1=C(SC=C1)C1=CC=C(C=C1)NC(=O)C1CCCCC1